OC1(CNCCC1)CCNC(OC(C)(C)C)=O Tert-butyl (2-(3-hydroxypiperidin-3-yl)ethyl)carbamate